4-(3-((2-((3-methyl-1-(1-methylpiperidin-4-yl)-1H-pyrazol-4-yl)amino)-5-(trifluoromethyl)pyrimidin-4-yl)amino)propyl)Morpholin-3-one CC1=NN(C=C1NC1=NC=C(C(=N1)NCCCN1C(COCC1)=O)C(F)(F)F)C1CCN(CC1)C